F[C@@H]1C[C@H](N(C1)C(CC1=CN=NN1)=O)C(=O)N[C@@H](C=1C(=NC=CC1)OC)C1=CC(=C(C=C1)C1(CC1)C)F |o1:17| (2S,4R)-4-fluoro-N-[(R) or (S)-[3-fluoro-4-(1-methylcyclopropyl)phenyl](2-methoxypyridin-3-yl)methyl]-1-[2-(1H-1,2,3-triazol-5-yl)acetyl]pyrrolidine-2-carboxamide